COC1=NC=CC(=C1)C1=CC2=C(N=C(S2)N)C=C1 6-(2-methoxypyridin-4-yl)benzo[d]thiazol-2-amine